CC1(CN(CCN1)[C@@H]1CC[C@H](CC1)N1N=C(C=2C1=NC=NC2N)C2=C(C=C(C=C2)OC2=CC=CC=C2)F)C 1-((trans)-4-(3,3-dimethylpiperazin-1-yl)cyclohexyl)-3-(2-fluoro-4-phenoxyphenyl)-1H-pyrazolo[3,4-d]pyrimidin-4-amine